3-epoxycyclohexyl (4,3-epoxycyclohexyl) ether C1(CC2C(CC1)O2)OC2C1C(CCC2)O1